ClC=1C=NC(=C(C(=O)N(C)CC2=CC(=CC=C2)C#N)C1)OC(F)F 5-chloro-N-(3-cyanobenzyl)-2-(difluoromethoxy)-N-methylnicotinamide